[N+](=O)([O-])C1CNC2=C(O1)C(=CC=C2)C(=O)N Nitro-3,4-dihydro-2H-benzo[b][1,4]oxazine-8-carboxamide